FC1(CCN(CC1)CC1CCN(CC1)C1=NC=CC(=C1)C1=NNC2=CC=C(C=C12)OC1(CC1)C)CN1CCNCC1 3-[2-[4-[[4-fluoro-4-(piperazin-1-ylmethyl)-1-piperidinyl]methyl]-1-piperidinyl]-4-pyridinyl]-5-(1-methylcyclopropoxy)-1H-indazole